methacryloxyheptyl-trimethyl-ammonium chloride [Cl-].C(C(=C)C)(=O)OCCCCCCC[N+](C)(C)C